toluene, Hydrochloride salt Cl.CC1=CC=CC=C1